C(C)(C)C1=NC(=CC(=C1NC(=O)N=S(=O)(N)C=1C=NN2C1OC[C@H](C2)NC)C(C)C)OC (6S)-N'-((2,4-diisopropyl-6-methoxypyridin-3-yl)carbamoyl)-6-(methylamino)-6,7-dihydro-5H-pyrazolo[5,1-b][1,3]oxazine-3-sulfonimidamide